diphenylcyclononane-3,9-dione C1(=CC=CC=C1)C1(CCC(CCC(CC1)=O)=O)C1=CC=CC=C1